2-methyl-5-(quinoline-8-sulfonylamino)naphtho[1,2-b]furan-3-carboxylic acid CC1=C(C2=C(O1)C1=CC=CC=C1C(=C2)NS(=O)(=O)C=2C=CC=C1C=CC=NC21)C(=O)O